CC(CCC(=O)[O-])CC(C)C 4,6-dimethylheptanoate